FC=1C=C(C#N)C=C(C1)CO[C@@H](CO)CCCCCCCCCCCCCCC (R)-3-fluoro-5-(((1-hydroxyheptadec-2-yl)oxy)methyl)benzonitrile